OC1=C(C(=NC(=C1C=1SC=CC1C)C)C)C(=O)N 4-hydroxy-2,6-dimethyl-5-(3-methylthiophen-2-yl)pyridine-3-carboxamide